S-methyl methanethiosulfonate CSS(=O)(=O)C